Cl.CC(CCNC(NC)=O)(C)C 3-(3,3-dimethylbutyl)-1-methylurea hydrogen chloride